C(C1=CC=CC=C1)NCCO 2-benzylaminoethanol